C(CCCCCCCCCCC)(=O)OCCCCCCCCCCCCCCCCCCCC eicosanyl n-dodecanoate